ClC1=C(C=C2C=C(N=CC2=C1)NC(=O)[C@@H]1[C@@H]([C@H]1C1=NN(C=C1)C)CC)N1CCN(CC1)[C@@]1(COC[C@@H]1O)C (1R,2R,3R)-N-[7-chloro-6-[4-((3R,4R)-4-hydroxy-3-methyl-tetrahydrofuran-3-yl)piperazin-1-yl]-3-isoquinolyl]-2-ethyl-3-(1-methylpyrazol-3-yl)cyclopropanecarboxamide